ClC1=CC=C(C=C1)C1(CO1)C(C)C1CC1 2-(4-chlorophenyl)-2-(1-cyclopropyl ethyl)-ethylene oxide